N1=CC(=CC=C1)O[C@@H]1CC[C@H](CC1)NC(C(CCCOC1=C(C=CC(=C1)C)C)(C)C)=O trans-N-(4-(pyridin-3-yloxy)cyclohexyl)-5-(2,5-dimethylphenoxy)-2,2-dimethylvaleramide